N-(cyclopropylmethyl)-N-[1-[3-(triazol-2-yl)pyrazin-2-yl]ethyl]-6,8-bis(trifluoromethyl)quinazolin-4-amine C1(CC1)CN(C1=NC=NC2=C(C=C(C=C12)C(F)(F)F)C(F)(F)F)C(C)C1=NC=CN=C1N1N=CC=N1